BrC=1C(=CC(=C(C1)O)C=C)F 5-bromo-4-fluoro-2-vinylphenol